N1(CC1)CCCN(CCCN(CCCCN(C)CCCN(C)CCCN1CC1)C)C N1,N4-di(3-((3-(aziridin-1-yl)propyl)-(methyl)amino)propyl)-N1,N4-dimethylbutane-1,4-diamine